spiro[bicyclo[2.2.1]heptane-2,2'-[1,3]dioxolan]-5-one O1C2(OCC1)C1CC(C(C2)C1)=O